5-chloro-6-(6-(1,1-dioxidothiomorpholino)-5,7-difluoro-4-oxo-1,4-dihydroquinolin-2-yl)picolinonitrile ClC=1C=CC(=NC1C=1NC2=CC(=C(C(=C2C(C1)=O)F)N1CCS(CC1)(=O)=O)F)C#N